ClC1=C2C=C(N(C2=CC=C1Cl)C=1C=NNC1)C(=O)OC methyl 4,5-dichloro-1-(1H-pyrazol-4-yl)-1H-indole-2-carboxylate